4-methyl-1-[[4-[5-(trifluoromethyl)-1,2,4-oxadiazol-3-yl]phenyl]methyl]pyridin-2-one CC1=CC(N(C=C1)CC1=CC=C(C=C1)C1=NOC(=N1)C(F)(F)F)=O